titanium dioxide, lithium salt [Li+].[O-2].[O-2].[Ti+4]